The molecule is an N-(polyunsaturated fatty acyl)ethanolamine that is anandamide in which one of the methyl hydrogens at position 20 has been replaced by a hydroxy group. It has a role as a human xenobiotic metabolite. It is a N-(long-chain-acyl)ethanolamine, a N-(polyunsaturated fatty acyl)ethanolamine and an endocannabinoid. It derives from an anandamide and a 20-HETE. C(CC/C=C\\C/C=C\\C/C=C\\C/C=C\\CCCC(=O)NCCO)CCO